6-(2-benzhydryl-6-oxo-5-oxa-2,7-diazaspiro[3.4]octan-7-yl)-4H-pyrido[3,2-b][1,4]oxazin-3-one C(C1=CC=CC=C1)(C1=CC=CC=C1)N1CC2(C1)OC(N(C2)C=2C=CC=1OCC(NC1N2)=O)=O